2-Amino-9-((2R,3R,4R,5R)-3,4-dihydroxy-5-(hydroxymethyl)tetrahydrofuran-2-yl)-7-(prop-2-yn-1-yl)-7,9-dihydro-8H-purin-8-on NC1=NC=C2N(C(N(C2=N1)[C@@H]1O[C@@H]([C@@H]([C@H]1O)O)CO)=O)CC#C